FC1=C(C=CC=C1)N1N=C(C(=C1)NC1=NC=NC(=C1)C)C(=O)N 1-(2-fluorophenyl)-4-((6-methylpyrimidin-4-yl)amino)-1H-pyrazole-3-carboxamide